m-ethyl-phenol C(C)C=1C=C(C=CC1)O